(S)-1'-(6-phenyl-1,2,4-triazin-3-yl)-1,3-dihydrospiro[indene-2,4'-piperidin]-1-amine C1(=CC=CC=C1)C1=CN=C(N=N1)N1CCC2(CC1)[C@@H](C1=CC=CC=C1C2)N